C(C)(=O)OCNC(CNC(=O)OC(C)(C)C)=O {2-[(tert-butoxycarbonyl)amino]acetamido}methyl acetate